2-(3-benzoylphenyl)-propionitrile C(C1=CC=CC=C1)(=O)C=1C=C(C=CC1)C(C#N)C